BrC=1C=C2C(N(C(=NC2=CC1)C(CCC)N1CCNCC(C1)(C)C)CC)=O 6-bromo-2-(1-(6,6-dimethyl-1,4-diazepan-1-yl)butyl)-3-ethylquinazolin-4(3H)-one